C(C)(C)(C)OOC(CCCCCC(C)(C)C)=O tert-butylperoxyneodecaNoate